4-(((cis)-4-(3-chloro-4-(trifluoromethoxy)phenyl)cyclohexyl)oxy)-1H-1,2,3-triazole-5-carboxylic acid ClC=1C=C(C=CC1OC(F)(F)F)[C@H]1CC[C@H](CC1)OC=1N=NNC1C(=O)O